FC(C=1C=C(C=CC1)S(=O)(=O)NC=1SC(=C(N1)C1=C(C=CC=C1C)C)C1=CC(=CC=C1)OCCC(C)(C)C)F 3-(difluoromethyl)-N-(5-(3-(3,3-dimethylbutoxy)phenyl)-4-(2,6-dimethylphenyl)thiazol-2-yl)benzenesulfonamide